3-(2-(2-methoxyethoxy)ethoxy)propanehydrazide COCCOCCOCCC(=O)NN